COC1=CC=C(C=C1)CN(C1=CC(=C(C(=N1)C1=C(C=C2C(=NC(=NC2=C1F)F)N1C[C@@H](N(CC1)C(=O)OC(C)(C)C)CC#N)Cl)C(F)(F)F)C)CC1=CC=C(C=C1)OC tert-butyl (2S)-4-[7-[6-[bis[(4-methoxyphenyl)methyl]amino]-4-methyl-3-(trifluoromethyl)-2-pyridyl]-6-chloro-2,8-difluoro-quinazolin-4-yl]-2-(cyanomethyl)piperazine-1-carboxylate